3-(2-methyl-5-phenylpyrazol-3-yl)oxy-4-(5,6,7,8-tetrahydropyrido[4,3-d]pyrimidin-2-yl)benzonitrile CN1N=C(C=C1OC=1C=C(C#N)C=CC1C=1N=CC2=C(N1)CCNC2)C2=CC=CC=C2